7-chloro-6-(2-fluorophenyl)-1-methyl-4-(piperidin-4-yl)-1,4-dihydropyrido[2,3-b]pyrazine ClC1=CC2=C(N(C=CN2C)C2CCNCC2)N=C1C1=C(C=CC=C1)F